(1R)-1-(2-chloro-3-pyridinyl)ethanol ClC1=NC=CC=C1[C@@H](C)O